6-(4-chlorophenyl)-2-(3-fluorophenyl)-N-[(2S)-1-hydroxypropan-2-yl]-3-oxo-2,3-dihydropyridazine-4-carboxamide ClC1=CC=C(C=C1)C=1C=C(C(N(N1)C1=CC(=CC=C1)F)=O)C(=O)N[C@H](CO)C